[N+](=O)([O-])C1=CC=C(C=C1)S(=O)(=O)N1CC(CCC1)CNC(OC(C)(C)C)=O tert-Butyl ((1-((4-nitrophenyl)sulfonyl)piperidin-3-yl)methyl)carbamate